COC1=CC2=C(NC(OC2=O)=O)C=C1 6-methoxy-1H-benzo[d][1,3]oxazine-2,4-dione